NC1=NC=NC=2C3=C(CC(C12)(C)C)C(=C(C=C3)O[C@@H]3CC[C@H](CC3)N)N(CCO)CCO 2-[[4-amino-8-(trans-4-aminocyclohexoxy)-5,5-dimethyl-6H-benzo[h]quinazolin-7-yl]-(2-hydroxyethyl)amino]ethanol